(S)-1-(((R)-tert-butylsulfinyl)amino)-1-methyl-1,3-dihydrospiro[indene-2,4'-piperidine]-1'-carboxylic acid tert-butyl ester C(C)(C)(C)OC(=O)N1CCC2(CC1)[C@](C1=CC=CC=C1C2)(C)N[S@](=O)C(C)(C)C